FC=1C=C(C=CC1C=1N=C2SC3=C(N2C1)C=CC(=C3)C(NC3CCN(CC3)C)=O)[C@@H]3N(C[C@@H](C3)OC)C(=O)[O-] (cis)-2-(3-fluoro-4-(7-((1-methylpiperidin-4-yl) carbamoyl) benzo[d]imidazo[2,1-b]thiazol-2-yl) phenyl)-4-methoxypyrrolidine-1-carboxylate